O1CCC(CC1)C(=O)N1CC2=CC=CC=C2CC1 2-(tetrahydropyran-4-carbonyl)-1,2,3,4-Tetrahydroisoquinolin